C(C)(=O)OC(COC)C 1-methoxypropan-2-yl acetate